1-Naphthaldehyd C1(=CC=CC2=CC=CC=C12)C=O